N-[(1R)-1-(1,1-difluoro-2,3-dihydro-1H-inden-4-yl)ethyl]-4-methoxy-5-(1-methyl-6-oxo-1,6-dihydropyridin-3-yl)-2H-indazole-7-carboxamide FC1(CCC2=C(C=CC=C12)[C@@H](C)NC(=O)C1=CC(=C(C2=CNN=C12)OC)C1=CN(C(C=C1)=O)C)F